4-(3-(3-amino-1-hydroxypropyl)phenoxy)butanamide NCCC(O)C=1C=C(OCCCC(=O)N)C=CC1